2-benzoylbenzoic acid C(C1=CC=CC=C1)(=O)C1=C(C(=O)O)C=CC=C1